C(C1=CC=CC=C1)N1CC(C1)(CCC1=CC=CC=C1)C 1-benzyl-3-methyl-3-phenethylazetidine